(2R,3S)-2-(4-(cyclopentyl-(pyrido[3,2-d]pyrimidin-4-yl)amino)-phenyl)-N-(4-methyl-3-(trifluoromethyl)phenyl)piperidine-3-carboxamide C1(CCCC1)N(C1=CC=C(C=C1)[C@@H]1NCCC[C@@H]1C(=O)NC1=CC(=C(C=C1)C)C(F)(F)F)C=1C2=C(N=CN1)C=CC=N2